zinc(II) methyl phosphate P(=O)(OC)([O-])[O-].[Zn+2]